(Z)-1-(((1r,4r)-4-aminocyclohexyl)methyl)-N-cyclobutyl-3-((3,5-dimethyl-1H-pyrrol-2-yl)methylene)-5-fluoro-2-oxoindole-6-carboxamide trifluoroacetate salt FC(C(=O)O)(F)F.NC1CCC(CC1)CN1C(\C(\C2=CC(=C(C=C12)C(=O)NC1CCC1)F)=C/C=1NC(=CC1C)C)=O